1-ethyl 3-(2-methoxyethyl) 8-((4-(tert-butoxycarbonyl)piperazin-1-yl)sulfonyl)-3,8-diazabicyclo[3.2.1]octane-1,3-dicarboxylate C(C)(C)(C)OC(=O)N1CCN(CC1)S(=O)(=O)N1C2(CN(CC1CC2)C(=O)OCCOC)C(=O)OCC